methyl-Olivetol CC1=C(C=C(C=C1O)CCCCC)O